C(C1=CC=CC=C1)OC[C@@H](CS)N(CC(F)(F)F)C (S)-3-(benzyloxy)-2-(methyl(2,2,2-trifluoroethyl)amino)propane-1-thiol